(S)-4-(3-fluorophenoxy)-N-(7-((3-hydroxyoxetan-3-yl)ethynyl)-5-methyl-4-oxo-2,3,4,5-tetrahydrobenzo[b][1,4]oxazepin-3-yl)pyridineamide FC=1C=C(OC2=CC(=NC=C2)C(=O)N[C@@H]2C(N(C3=C(OC2)C=CC(=C3)C#CC3(COC3)O)C)=O)C=CC1